N[C@@H]1C=2N=C(SC2CC12CCN(CC2)C=2C(NC(=CN2)SC2=C(C(=CC=C2)Cl)Cl)=O)Cl (S)-3-(4-Amino-2-chloro-4,6-dihydrospiro-[cyclopenta[d]thiazol-5,4'-piperidin]-1'-yl)-6-((2,3-dichlorophenyl)thio)-pyrazin-2(1H)-on